(Z)-N-((Z)-amino(2,4-difluorophenyl)methylene)-3-(4-bromophenyl)-4-phenyl-N'-((4-(trifluoromethyl)phenyl)sulfonyl)-5,6-dihydropyridazine-1(4H)-carboximidamide N\C(=N/C(=N/S(=O)(=O)C1=CC=C(C=C1)C(F)(F)F)/N1N=C(C(CC1)C1=CC=CC=C1)C1=CC=C(C=C1)Br)\C1=C(C=C(C=C1)F)F